O=C1C(NCCC1)=O (1R,5S)-dioxopiperidine